N-[7-chloro-1-[rac-(3R)-1-[rac-(E)-4-(dimethylamino)but-2-enoyl]azepan-3-yl]benzimidazol-2-yl]-2-methyl-pyridine-4-carboxamide ClC1=CC=CC2=C1N(C(=N2)NC(=O)C2=CC(=NC=C2)C)[C@H]2CN(CCCC2)C(\C=C\CN(C)C)=O |r|